NC1=C(C=C(C=N1)NC(C(=C=O)N1CC2(C1)N(CCC2)C=2C=CC1=C(N=CS1)C2)=O)C N-(6-amino-5-methylpyridin-3-yl)-2-(5-(benzo[d]thiazol-5-yl)-2,5-diazaspiro[3.4]oct-2-yl)-2-carbonyl-acetamide